N-(2-methyl-5-(2-(piperidin-1-yl)acetamido)pyridin-3-yl)-2-(1-methyl-6-oxo-1,6-dihydropyridin-3-yl)-1H-pyrrolo[2,3-b]pyridine-5-carboxamide CC1=NC=C(C=C1NC(=O)C=1C=C2C(=NC1)NC(=C2)C2=CN(C(C=C2)=O)C)NC(CN2CCCCC2)=O